CN1C(NC2=C1C=C(C=C2)OC2=CC=CC=C2)=O 1-methyl-6-phenoxy-1,3-dihydro-2H-benzo[d]imidazol-2-one